C(C)(C)(CC)OOC(C)(C)CC t-Amylperoxid